Ethyl 4-Hydroxyundecanoate OC(CCC(=O)OCC)CCCCCCC